4,5-dihydro-3H-pyrrolo[3,2-d]pyrimidine-6-carbaldehyde N1=CNCC2=C1C=C(N2)C=O